CON(C(C(F)(F)F)=O)C N-methoxy-N-methyltrifluoroacetamide